C(CCCCCCCCCCCCCCCCCCCCCCCCCCCCC)(=O)OCCCCCCCCCCCCC tridecyl melissate